COC1=C(C=C(C=C1)C1(CCOCC1)C(=O)OC)S(NC(=O)C1=NC2=CC=CC(=C2C=C1)C1=NC=CC=C1)(=O)=O methyl 4-(4-methoxy-3-(N-(5-(pyridin-2-yl)quinoline-2-carbonyl)sulfamoyl) phenyl)tetrahydro-2H-pyran-4-carboxylate